COC1=CC=C(CN(C2=CC(=C(C(=N2)C2=C(C=C3C(=NC(=NC3=C2F)F)N2CCN(CC2)C(=O)OC(C)(C)C)Cl)C(F)(F)F)C)CC2=CC=C(C=C2)OC)C=C1 tert-butyl 4-(7-(6-(bis(4-methoxybenzyl)amino)-4-methyl-3-(trifluoromethyl)pyridin-2-yl)-6-chloro-2,8-difluoroquinazolin-4-yl)piperazine-1-carboxylate